2-amino-3-hydroselenopropanoic acid NC(C(=O)O)C[SeH]